FC=1C=C(C=CC1)[C@@H]1CNCCC1 (R)-3-(3-fluorophenyl)piperidine